N-(2-cyclopropylbenzyl)-3-(difluoromethyl)-5-fluoro-1-methyl-1H-pyrazole-4-carboxamide C1(CC1)C1=C(CNC(=O)C=2C(=NN(C2F)C)C(F)F)C=CC=C1